N-((1R,2R,4S)-7-cyano-7-azabicyclo[2.2.1]heptan-2-yl)-4-(4,4,5,5-tetramethyl-1,3,2-dioxaborolan-2-yl)-2-(trifluoromethyl)benzamide C(#N)N1[C@H]2[C@@H](C[C@@H]1CC2)NC(C2=C(C=C(C=C2)B2OC(C(O2)(C)C)(C)C)C(F)(F)F)=O